FC(C(C(F)(F)F)(CCO)F)(F)F 2-(Perfluoro-2-propyl)ethanol